C(C)C1CNCCN1 3-ethylpiperazin